6-(1H-imidazol-1-yl)-N-phenylpyrazine-2-carboxamide N1(C=NC=C1)C1=CN=CC(=N1)C(=O)NC1=CC=CC=C1